5-(5-((1R,5S,6r)-6-(1H-1,2,3-triazol-5-yl)-3-azabicyclo[3.1.0]hexan-3-yl)-1,3,4-oxadiazol-2-yl)-N-(5-bromo-2,3-dihydro-1H-indene-2-yl)pyrimidin-2-amine N1N=NC=C1C1[C@H]2CN(C[C@@H]12)C1=NN=C(O1)C=1C=NC(=NC1)NC1CC2=CC=C(C=C2C1)Br